C(C)(C)(C)C1=C(N=C2SC3=C(C=NC(=C3)C(=O)O)N21)C2=C(C=C(C=C2)C2N(CCC2)C(=O)OC(C)(C)C)F tert-butyl-2-(4-(1-(tert-butoxycarbonyl)pyrrolidin-2-yl)-2-fluorophenyl)imidazo[2',1':2,3]thiazolo[4,5-c]pyridine-7-carboxylic acid